C(C)(=O)NC1=CC=C(C=C1)S(=O)(=O)N1[C@H](CC(CC1)NC(OCC1=CC=CC=C1)=O)C benzyl (2S)-1-(4-acetamidophenylsulfonyl)-2-methylpiperidin-4-ylcarbamate